4,4,4-trifluoro-1-(4-pyridyl)butane-1,3-dione FC(C(CC(=O)C1=CC=NC=C1)=O)(F)F